C1(CCCCC1)P(C1=C(C=CC(=C1)N(C)C)C1=CC=CC=C1)C1CCCCC1 2-dicyclohexylphosphino-4-(N,N-dimethylamino)-1,1'-biphenyl